benzoic acid imine C(C1=CC=CC=C1)(O)=N